(R)-N-(4-cyclopropylphenyl)-1-(2-(pyridin-2-yl)ethyl)pyrrolidine-2-carboxamide C1(CC1)C1=CC=C(C=C1)NC(=O)[C@@H]1N(CCC1)CCC1=NC=CC=C1